CC1=C(C=C(C(=O)NCC2=NC=C3C=CC(=NC3=C2)C2=NC(=CC=C2)N2C(CNC(C2)=O)C)C=C1)S(=O)(=O)C 4-methyl-N-((2-(6-(2-methyl-5-oxopiperazin-1-yl)pyridin-2-yl)-1,6-naphthyridin-7-yl)methyl)-3-(methylsulfonyl)benzamide